C(C)OC(OCC)[Si] diethoxymethyl-silicon